(3R,11aS)-N-[(2,4-difluorophenyl)methyl]-3-ethyl-5,7-dioxo-6-[(phenylmethyl)oxy]-2,3,5,7,11,11a-hexahydro[1,3]oxazolo[3,2-a]pyrido[1,2-d]pyrazine-8-carboxamide FC1=C(C=CC(=C1)F)CNC(=O)C=1C(C(=C2N(C[C@H]3N(C2=O)[C@@H](CO3)CC)C1)OCC1=CC=CC=C1)=O